5-cyclopropyl-3,4-difluoro-2-((2-fluoro-4-iodophenyl)amino)benzoic acid C1(CC1)C=1C(=C(C(=C(C(=O)O)C1)NC1=C(C=C(C=C1)I)F)F)F